C1(CC1)S(=O)(=O)NC1=NC=CC(=N1)C1(CCCC1)C(=O)NC1=NC=C(C=C1)C1=NC(=CN=C1)OCC 1-(2-(cyclopropanesulfonylamino)pyrimidin-4-yl)-N-(5-(6-ethoxypyrazin-2-yl)pyridin-2-yl)cyclopentane-1-carboxamide